(R)-isopropyl 3-(9-((1s,4S)-4-carbamoylcyclohexyl)-8-(2,4,6-trichlorophenylamino)-9H-purin-2-ylamino)piperidine-1-carboxylate C(N)(=O)C1CCC(CC1)N1C2=NC(=NC=C2N=C1NC1=C(C=C(C=C1Cl)Cl)Cl)N[C@H]1CN(CCC1)C(=O)OC(C)C